2-[6-[4-(2,7-diazaspiro[3.4]octan-2-yl)phenyl]-4-fluoro-1-oxo-isoindolin-2-yl]-2-(6,7-dihydro-5H-pyrrolo[1,2-c]imidazol-1-yl)-N-thiazol-2-yl-acetamide trifluoroacetic acid salt FC(C(=O)O)(F)F.C1N(CC12CCNC2)C2=CC=C(C=C2)C2=CC(=C1CN(C(C1=C2)=O)C(C(=O)NC=2SC=CN2)C2=C1N(C=N2)CCC1)F